elaidic acid C(CCCCCCC\C=C\CCCCCCCC)(=O)O